(S)-2-methyl-N-((S)-2,2,2-trifluoro-1-(5-fluoro-1-neopentyl-6-(2-(trifluoromethyl)pyridin-3-yl)-1H-indol-3-yl)ethyl)propane-2-sulfinamide CC(C)(C)[S@](=O)N[C@H](C(F)(F)F)C1=CN(C2=CC(=C(C=C12)F)C=1C(=NC=CC1)C(F)(F)F)CC(C)(C)C